BrC=1C=C(C(=C(C1)SCC)[N+](=O)[O-])C 5-Bromo-1-ethylsulfanyl-3-methyl-2-nitro-benzene